CN(C/C=C/C(=O)N1[C@@H]2CN([C@H](C1)C2)C(=O)C=2SC(=CC2)C)C (e)-4-(dimethylamino)-1-((1S,4S)-5-(5-methylthiophene-2-carbonyl)-2,5-diazabicyclo[2.2.1]heptan-2-yl)but-2-en-1-one